(R)-oxetan-3-yl(6-(4-(2-(trifluoromethoxy)phenyl)piperidin-1-yl)-2-azaspiro[3.4]octan-2-yl)methanone 3-(2-(trifluoromethoxy)phenyl)pentane-1,5-diyl bis(4-methylbenzenesulfonate) CC1=CC=C(C=C1)S(=O)(=O)OCCC(CCOS(=O)(=O)C1=CC=C(C=C1)C)C1=C(C=CC=C1)OC(F)(F)F.O1CC(C1)C(=O)N1CC2(C1)C[C@@H](CC2)N2CCC(CC2)C2=C(C=CC=C2)OC(F)(F)F